(1R,2R,3R)-N-(7-chloro-6-((S)-1-cyanopropan-2-yl)isoquinolin-3-yl)-2-ethyl-3-(1-methyl-1H-pyrazol-4-yl)cyclopropane-1-carboxamide ClC1=C(C=C2C=C(N=CC2=C1)NC(=O)[C@@H]1[C@@H]([C@H]1C=1C=NN(C1)C)CC)[C@H](CC#N)C